COC1=CC=CC2=C1C(=CN2)CN The molecule is an aminoalkylindole that is 3-(aminomethyl)indole in which the hydrogen at position 4 has been replaced by a methoxy group. It has a role as an Arabidopsis thaliana metabolite. It is an aminoalkylindole and an aromatic ether. It is a conjugate base of a 4-methoxy-3-indolylmethylamine(1+).